6-cyanopyrazolo[1,5-a]pyrimidine-3-carbonyl chloride C(#N)C=1C=NC=2N(C1)N=CC2C(=O)Cl